iso-Pentyl-2-methoxy-4-(tert-pentyl)-1H-imidazole-1-carboxamide C(CC(C)C)C1=C(N=C(N1C(=O)N)OC)C(C)(C)CC